1-[4-[3-amino-6-(2-hydroxyphenyl)pyridazin-4-yl]-2-benzyl-piperazin-1-yl]ethanone NC=1N=NC(=CC1N1CC(N(CC1)C(C)=O)CC1=CC=CC=C1)C1=C(C=CC=C1)O